(3-(((tert-Butyldimethylsilyl)oxy)methyl)-1-((2,4-dichlorophenyl)sulfonyl)azetidin-3-yl)methanol [Si](C)(C)(C(C)(C)C)OCC1(CN(C1)S(=O)(=O)C1=C(C=C(C=C1)Cl)Cl)CO